6-chloro-2-(trifluoromethyl)pyridine-3-carboxylic acid ClC1=CC=C(C(=N1)C(F)(F)F)C(=O)O